Methyl 3-((3-((tert-butoxycarbonyl)amino)benzyl)(methyl)amino)-2-fluoro-6-methylbenzoate C(C)(C)(C)OC(=O)NC=1C=C(CN(C=2C(=C(C(=O)OC)C(=CC2)C)F)C)C=CC1